C(C=C)N1N(C2=NC(=NC=C2C1=O)NC1=CC(=C(C=C1)N1CCOCC1)C)C1=CC=CC(=N1)S(=O)(=O)N 6-(2-allyl-6-((3-methyl-4-morpholinophenyl)amino)-3-oxo-2,3-dihydro-1H-pyrazolo[3,4-d]pyrimidine-1-yl)pyridin-2-sulfonamide